2-(2-(2-(2,5-dioxo-2,5-dihydro-1H-pyrrole-1-yl)ethoxy)ethoxy)ethylamine trifluoroacetate salt FC(C(=O)O)(F)F.O=C1N(C(C=C1)=O)CCOCCOCCN